N-(1-(6,7-Difluoro-1-oxo-1,2-dihydroisoquinolin-4-yl)ethyl)-3-fluoro-N-methyl-4-(trifluoromethyl)benzamide FC=1C=C2C(=CNC(C2=CC1F)=O)C(C)N(C(C1=CC(=C(C=C1)C(F)(F)F)F)=O)C